S(=O)(=O)(O)O.N1C(=CC=C1)C(=O)N pyrrole-2(1H)-carboxamide hydrogensulfate